diallylmethylfluorenyl-silane C(C=C)C(CC=C)[SiH2]C1=CC=CC=2C3=CC=CC=C3CC12